2-[Methyl-(pyrazine-2-carbonyl)-amino]-5-oxo-5H-thieno[3,2-b]pyran-6-carboxylic acid CN(C1=CC=2OC(C(=CC2S1)C(=O)O)=O)C(=O)C1=NC=CN=C1